((3-fluoropyridin-2-yl)methyl)oxazole-4-carboxamide FC=1C(=NC=CC1)CC=1OC=C(N1)C(=O)N